4-fluoro-4-((2-methyl-2H-tetrazol-5-yl)(phenyl)methyl)piperidin FC1(CCNCC1)C(C1=CC=CC=C1)C=1N=NN(N1)C